C(CC=CC)#N 3-Pentenenitrile